N-(2-(2,6-dioxopiperidin-3-yl)-1-oxoisoindolin-4-yl)-3-(1-(2-((2-(2,6-dioxopiperidin-3-yl)-1-oxoisoindolin-4-yl)amino)-2-oxoethyl)-1H-1,2,3-triazol-4-yl)propanamide O=C1NC(CCC1N1C(C2=CC=CC(=C2C1)NC(CCC=1N=NN(C1)CC(=O)NC1=C2CN(C(C2=CC=C1)=O)C1C(NC(CC1)=O)=O)=O)=O)=O